5-Bromo-1-methyl-3-(5-(piperazin-1-yl)pyrazin-2-ylamino)pyridin-2(1H)-one BrC=1C=C(C(N(C1)C)=O)NC1=NC=C(N=C1)N1CCNCC1